C(C)C1(NC(N(C(C1)=O)[C@@H]([C@H]1[C@@H](C1)C(=O)N[C@H]1CC(OC2=CC=CC=C12)(C)C)C=1C=NC=CC1)=N)CC (1R,2R)-2-((S)-(4,4-diethyl-2-imino-6-oxotetrahydropyrimidin-1(2H)-yl)(pyridin-3-yl)methyl)-N-((S)-2,2-dimethylchroman-4-yl)cyclopropanecarboxamide